(aminomethyl)-5-(1-methyl-1H-imidazol-2-yl)imidazolidine-2,4-dione hydrochloride Cl.NCN1C(NC(C1C=1N(C=CN1)C)=O)=O